OC1(CCC1)C1=CC=C(C=C1)C(=O)N1CCC(CC1)OC1=CC=C(C=C1)C(F)(F)F (4-(1-hydroxycyclobutyl)phenyl)(4-(4-(trifluoromethyl)phenoxy)piperidin-1-yl)methanone